(S)-butane-1,2-diol C([C@H](CC)O)O